(±)-2-{4-[3-(4,5-dichloro-1-methyl-1H-indole-2-amido)oxolan-3-yl]-3-fluorophenyl}-2-methylpropanoic acid ClC1=C2C=C(N(C2=CC=C1Cl)C)C(=O)N[C@@]1(COCC1)C1=C(C=C(C=C1)C(C(=O)O)(C)C)F |r|